ClC1=NC=C2C(=N1)N(N=C2)[C@H]2C[C@H](CCC2)C(=O)OCC ethyl cis-3-(6-chloro-1H-pyrazolo[3,4-d]pyrimidin-1-yl)cyclohexane-1-carboxylate